(R)-1-(2,2-difluorobenzo[d][1,3]dioxol-5-yl)-N-(1-(2,3-dihydroxypropyl)-6-fluoro-2-(1-hydroxy-2-methylpropan-2-yl)-1H-indol-5-yl)cyclopropane-1-carboxamide FC1(OC2=C(O1)C=CC(=C2)C2(CC2)C(=O)NC=2C=C1C=C(N(C1=CC2F)C[C@H](CO)O)C(CO)(C)C)F